tert-butyl (8-((tert-butoxycarbonyl)oxy)-6-(4-fluorophenyl)quinazolin-4-yl)((1-methylpiperidin-4-yl)methyl)carbamate C(C)(C)(C)OC(=O)OC=1C=C(C=C2C(=NC=NC12)N(C(OC(C)(C)C)=O)CC1CCN(CC1)C)C1=CC=C(C=C1)F